CC(CCCCC(=O)O)(C)C 6,6-dimethylheptanoic acid